5-hydroxy-1-(6-(trifluoromethyl)pyridin-3-yl)-1,6-dihydropyridazin-3(2H)-one OC1=CC(NN(C1)C=1C=NC(=CC1)C(F)(F)F)=O